N-(2-pyridylmethyl)-N'-[2-pyrrolylmethyl]-N'-(5,6,7,8-tetrahydro-8-quinolinyl)-1,4-xylylenediamine N1=C(C=CC=C1)CNCC1=CC=C(C=C1)CN(C1CCCC=2C=CC=NC12)CC=1NC=CC1